C(C)O[C@H]([C@@]1(CN(CC1)C(C)(C)C=1C=CC(=NC1)C)CCC=1SC(=CC1)F)C=1C=NC=CC1 |o1:3,4| 5-(2-((S or R)-3-((R or S)-ethoxy(pyridin-3-yl)methyl)-3-(2-(5-fluorothiophen-2-yl)ethyl)pyrrolidin-1-yl)propan-2-yl)-2-methylpyridine